[Br-].C(CCCCCCCCCCCCC)[N+](C)(C)CCCCCCCCCCCCCC di(tetradecyl)dimethyl-ammonium bromide